N-[6-(2-cyclopropylpyrimidin-5-yl)-2-methoxy-3-pyridinyl]-5-methyl-3-phenyl-isoxazole-4-carboxamide C1(CC1)C1=NC=C(C=N1)C1=CC=C(C(=N1)OC)NC(=O)C=1C(=NOC1C)C1=CC=CC=C1